[Si](C)(C)(C(C)(C)C)NC(CC=C[SiH3])N[Si](C)(C)C(C)(C)C bis{(t-butyldimethylsilyl)amino}ethylvinylsilane